(2S,3R,5R)-3-(5-(3,4-dihydroxyphenyl)isoxazol-3-yl)-3-methyl-7-oxo-4-thia-1-azabicyclo[3.2.0]heptane-2-carboxylic acid 4,4-dioxide OC=1C=C(C=CC1O)C1=CC(=NO1)[C@]1([C@@H](N2C(C[C@H]2S1(=O)=O)=O)C(=O)O)C